FC1=C(C(=C(C2=CC=C(C=C12)NCCC(C)C)F)O)N1CC(NS1(=O)=O)=O 5-{1,4-difluoro-3-hydroxy-7-[(3-methylbutyl)amino]naphthalen-2-yl}-1λ6,2,5-thiadiazolidine-1,1,3-trione